(R)-3-(azetidin-1-yl)-N-(2,2-difluoro-1-phenylethyl)propionamide N1(CCC1)CCC(=O)N[C@@H](C(F)F)C1=CC=CC=C1